(5,6,7,8-tetrahydro-1,6-naphthyridin-2-yl)methanol methyl-2-(4-fluoro-2-methylphenoxy)-4-methyl-5-(trifluoromethyl)nicotinate CC1=NC(=C(C(=O)OCC2=NC=3CCNCC3C=C2)C(=C1C(F)(F)F)C)OC1=C(C=C(C=C1)F)C